ClC1=C(C=C(C=C1NC1=NC=2N(C(=N1)N(CC1=CC=C(C=C1)OC)C1CC1)N=CC2C#N)C#N)N2C[C@@H](N([C@H](C2)C)C(=O)OC(C)(C)C)C tert-butyl (2S,6S)-4-(2-chloro-5-cyano-3-((8-cyano-4-(cyclopropyl(4-methoxybenzyl)amino)pyrazolo[1,5-a][1,3,5]triazin-2-yl)amino)phenyl)-2,6-dimethylpiperazine-1-carboxylate